2-{3-[(2-chloro-4-methanesulfonylphenyl)amino]prop-1-yn-1-yl}-N-[(1S,4S)-4-{2-oxa-6-azaspiro[3.3]heptan-6-yl}cyclohexyl]-1-(2,2,2-trifluoroethyl)-1H-indol-4-amine ClC1=C(C=CC(=C1)S(=O)(=O)C)NCC#CC=1N(C=2C=CC=C(C2C1)NC1CCC(CC1)N1CC2(COC2)C1)CC(F)(F)F